ClC1=CC=C(C=C1)C1=C(CCC(C1)(C)C)CN1[C@H]2CN([C@@H](C1)C2)CC=2C=C1CN(C(C1=CC2)=O)C2C(NC(CC2)=O)=O 3-(5-(((1R,4R)-5-((4'-chloro-5,5-dimethyl-3,4,5,6-tetrahydro-[1,1'-biphenyl]-2-yl)methyl)-2,5-diazabicyclo[2.2.1]heptan-2-yl)methyl)-1-oxoisoindolin-2-yl)piperidine-2,6-dione